N,N-dimethyltetracosane-15,18-dien-7-amine CN(C(CCCCCC)CCCCCCCC=CCC=CCCCCC)C